5-[(2R,4S,6R)-4-[6,7-dimethyl-4-[3-(trifluoromethyl)-1-bicyclo[1.1.1]-pentanyl]pteridin-2-yl]-6-methyl-tetrahydropyran-2-yl]-1-methyl-pyridin-2-one CC=1N=C2C(=NC(=NC2=NC1C)[C@@H]1C[C@@H](O[C@@H](C1)C)C=1C=CC(N(C1)C)=O)C12CC(C1)(C2)C(F)(F)F